COC1=CC=C(C=C1)C1=CC=NC2=CC=CC=C12 4-(4-methoxyphenyl)quinoline